N-(2-azidoethyl)-5-(4-(trifluoromethyl)phenyl)-2-naphthamide N(=[N+]=[N-])CCNC(=O)C1=CC2=CC=CC(=C2C=C1)C1=CC=C(C=C1)C(F)(F)F